6-chloro-4-((5-(5-(dicyclopropylphosphoryl)-1-methyl-1H-pyrazol-3-yl)thiophen-2-yl)amino)pyridazine-3-carboxamide ClC1=CC(=C(N=N1)C(=O)N)NC=1SC(=CC1)C1=NN(C(=C1)P(=O)(C1CC1)C1CC1)C